N1=C(C=CC=C1)O[C@@H]1CC[C@H](CC1)C1=NN=C2N1C1=C(CC3(C2)OCCO3)C=C(C=C1)C(F)(F)F 1'-[trans-4-(pyridin-2-yloxy)cyclohexyl]-8'-(trifluoromethyl)-4'H,6'H-spiro[1,3-dioxolan-2,5'-[1,2,4]triazolo[4,3-a][1]benzazepine]